potassium 2,3,4,6-tetrafluorophenolate FC1=C(C(=CC(=C1F)F)F)[O-].[K+]